C(#N)C1=NC=CC(=N1)NC=1C=C(C=CC1)C1=C2C=C(NC2=C(C=C1)C(=O)N)C=1CCN(CC1)S(=O)(=O)C 4-(3-(2-cyanopyrimidin-4-ylamino)phenyl)-2-(1-(methylsulfonyl)-1,2,3,6-tetrahydropyridin-4-yl)-1H-indole-7-carboxamide